[N+](=O)([O-])C=1C=C2C=CNC2=CC1 L-5-nitroindole